(4-methoxybenzyl)hydrazine dihydrochloride Cl.Cl.COC1=CC=C(CNN)C=C1